C1(CC1)C(=O)C1=CC(=NC(=C1)Cl)Cl Cyclopropyl-(2,6-dichloropyridin-4-yl)methanone